C(#N)C[C@@H]1N(CCN(C1)C=1C2=C(N=C(N1)OC[C@H]1N(CCC1)C)CN(C2)C(=O)C2=CC(=CC1=CC=CC=C21)OCOC)C(=O)OCC2=CC=CC=C2 benzyl (S)-2-(cyanomethyl)-4-(6-(3-(methoxymethoxy)-1-naphthoyl)-2-(((S)-1-methylpyrrolidin-2-yl)methoxy)-6,7-dihydro-5H-pyrrolo[3,4-d]pyrimidin-4-yl)piperazine-1-carboxylate